FC(N1C(=NC2=C1C=C(C(=C2F)C#CC2=NN(C(=C2C(=O)N)NC)[C@@H]2CN([C@H](C2)COC)C(C=C)=O)F)C)F 3-[2-[1-(difluoromethyl)-4,6-difluoro-2-methyl-1,3-benzodiazol-5-yl]ethynyl]-1-[(3s,5r)-5-(methoxymethyl)-1-(prop-2-enoyl)pyrrolidin-3-yl]-5-(methylamino)pyrazole-4-carboxamide